3-((2-(difluoromethyl)pyrimidin-4-yl)amino)-1H-pyrazol FC(C1=NC=CC(=N1)NC1=NNC=C1)F